isopropyl ((S)-(((2R,3S,5R)-5-(6-amino-2-fluoro-9H-purin-9-yl)-2-ethynyl-3-(((heptan-4-yloxy)carbonyl)oxy)tetrahydrofuran-2-yl)methoxy)(phenoxy)phosphoryl)-L-alaninate NC1=C2N=CN(C2=NC(=N1)F)[C@H]1C[C@@H]([C@@](O1)(C#C)CO[P@](=O)(OC1=CC=CC=C1)N[C@@H](C)C(=O)OC(C)C)OC(=O)OC(CCC)CCC